6-(5-fluoro-2-pyridyl)-N-[1-(5-methyl-1,3,4-thiadiazol-2-yl)ethyl]pyrido[2,3-d]pyrimidin-4-amine FC=1C=CC(=NC1)C1=CC2=C(N=CN=C2NC(C)C=2SC(=NN2)C)N=C1